O[C@@H]1[C@@H](O)[C@H](O)[C@H](O1)[C@@H](O)CO β-L-galactofuranose